C12OCC(CC1)(CC2)CO[C@@H]([C@@H](C(=O)NC)NC(=O)[C@@H]2CN(CC21CNC1)C(=O)C1=CN=CS1)C (S)-N-((2S,3R)-3-((2-oxabicyclo[2.2.2]octan-4-yl)methoxy)-1-(methylamino)-1-oxobutan-2-yl)-6-(thiazole-5-carbonyl)-2,6-diazaspiro[3.4]octane-8-carboxamide